5-tert-butyl-N-[[2-fluoro-4-[6-(2-oxoethyl)pyrrolo[2,1-f][1,2,4]triazin-4-yl]phenyl]methyl]-1,2,4-oxadiazole-3-carboxamide C(C)(C)(C)C1=NC(=NO1)C(=O)NCC1=C(C=C(C=C1)C1=NC=NN2C1=CC(=C2)CC=O)F